FC1=C(C(=C(C=C1)OC)[N+](=O)[O-])C1=CC=CC=C1 fluorophenylnitroanisole